2,4-dimethyl-6-(1,1,3,3-tetramethylbutyl)phenol CC1=C(C(=CC(=C1)C)C(CC(C)(C)C)(C)C)O